Ammonia Iron [Fe].N